FC1=C(C(=CC=C1)F)C1=NC2=C(C=3C=4C1=CNC4C=C(C3)C(F)(F)F)N(N=C2)CC2=CC=C(C=C2)OC 6-(2,6-difluorophenyl)-10-(4-methoxybenzyl)-2-(trifluoromethyl)-4,10-dihydropyrazolo[3',4':6,7]azepino[3,4,5-cd]indole